C(C)NC1=NC=2C=C(C(=CC2C2=C1CC1(CC1)C2)OC)OCCCN2CCCC2 N-ethyl-8-methoxy-7-(3-(pyrrolidin-1-yl)propoxy)-1,3-dihydrospiro[cyclopenta[c]quinoline-2,1'-cyclopropan]-4-amine